2-(difluoromethyl)-N-[3-propyl-methyl-1-methyl-inden-4-yl]pyridine-3-carboxamide FC(C1=NC=CC=C1C(=O)NC1=C2C(=C(C(C2=CC=C1)C)C)CCC)F